Cadmium Pyridin 2-cyano-2,3-di-methylsuccinate C(#N)C(C(=O)[O-])(C(C(=O)[O-])C)C.N1=CC=CC=C1.[Cd+2]